C(C1=CC=CC=C1)OC(=O)N1C[C@@H](CCC1)C1=NC=C2N1C=CN=C2Cl (3R)-3-(8-chloroimidazo[1,5-a]pyrazin-3-yl)piperidine-1-carboxylic acid benzyl ester